3-(5-(3-hydroxypropyl)-1-oxoisoindoline-2-yl)piperidine-2,6-dione OCCCC=1C=C2CN(C(C2=CC1)=O)C1C(NC(CC1)=O)=O